4-methoxy-3-(3-methyl-6-(pyrazolo[1,5-a]pyrimidin-3-yl)-1H-pyrazolo[4,3-c]pyridin-1-yl)-N-(2-(4-methylpiperazin-1-yl)ethyl)benzenesulfonamide COC1=C(C=C(C=C1)S(=O)(=O)NCCN1CCN(CC1)C)N1N=C(C=2C=NC(=CC21)C=2C=NN1C2N=CC=C1)C